6-(7-methyl-[1,2,4]triazolo[4,3-b]pyridazin-6-yl)-3-(1,3,5-trimethylpyrazol-4-yl)-7,8-dihydro-5H-1,6-naphthyridine CC1=CC=2N(N=C1N1CC=3C=C(C=NC3CC1)C=1C(=NN(C1C)C)C)C=NN2